C1(CC1)C1=NC(=CC(=C1)C1=C(C=C(C#N)C=C1)C1=NN=CN1C)N1C(C2=CC(=CC(=C2C1)F)CN1[C@@H](CCC1)CF)=O 4-[2-Cyclopropyl-6-(4-fluoro-6-{[(2S)-2-(fluoromethyl)pyrrolidin-1-yl]methyl}-1-oxo-3H-isoindol-2-yl)pyridin-4-yl]-3-(4-methyl-1,2,4-triazol-3-yl)benzonitrile